C1(CC1)CCNCC1=CC=C(C=C1)OC 2-cyclopropyl-N-(4-methoxybenzyl)ethaneamine